1-([1,1'-biphenyl]-3-ylmethyl)-N-(3-hydroxy-1-(hydroxyamino)-1-oxopropan-2-yl)-5-oxopyrrolidine-2-carboxamide C1(=CC(=CC=C1)CN1C(CCC1=O)C(=O)NC(C(=O)NO)CO)C1=CC=CC=C1